CN1C=C(C=C1C(C(N[C@H](C(F)(F)F)C)=O)=O)C(=O)OC methyl (S)-1-methyl-5-(2-oxo-2-((1,1,1-trifluoroprop-2-yl)amino)acetyl)-1H-pyrrole-3-carboxylate